1-(3''-(4-(tert-Butyl)piperazin-1-yl)-3,5'-difluoro-2'-hydroxy-[1,1':3',1''-terphenyl]-4-yl)pyrrolidin-2-one C(C)(C)(C)N1CCN(CC1)C=1C=C(C=CC1)C=1C(=C(C=C(C1)F)C1=CC(=C(C=C1)N1C(CCC1)=O)F)O